C(#C)C1=C2C(=NC=C1)NN=C2 4-Ethynyl-1H-pyrazolo[3,4-b]pyridine